FC=1C=C2C(=C(N(C2=C(C1)F)C)/C(/C(F)(F)F)=N/O)C (Z)-N-[1-(5,7-difluoro-1,3-dimethylindol-2-yl)-2,2,2-trifluoroethylidene]hydroxyl-amine